C(C1=CC=CC=C1)N1CC2C3(NCC(C(C31)CC(C)C)C2)C(=O)NCC(C)C 1-benzyl-N,7-diisobutyloctahydro-3aH-3,6-methanopyrrolo[3,2-b]pyridine-3a-carboxamide